ClC1=C(C(=C(C=C1)C(F)F)I)F 1-Chloro-4-(difluoromethyl)-2-fluoro-3-iodobenzene